Cl.FC=1C(=NC=CC1C1=C(N=C(C=2N1N=CC2)N2CCC1(CC2)[C@@H](C2=CC(=CC=C2C1)OC)N)C)C (1S)-1'-[7-(3-fluoro-2-methyl-4-pyridyl)-6-methyl-pyrazolo[1,5-a]pyrazin-4-yl]-6-methoxy-spiro[indane-2,4'-piperidine]-1-amine hydrochloride